C(#N)C=1C=NN2C1C(=CC(=C2)OCC(C)(C)O)C=2C=CC(=NC2)N2CCC(CC2)(C)NC(C2=C(C=CC=C2)F)=O N-(1-(5-(3-cyano-6-(2-hydroxy-2-methylpropoxy)pyrazolo[1,5-a]pyridin-4-yl)pyridin-2-yl)-4-methylpiperidin-4-yl)-2-fluorobenzamide